CN(CC(=O)N1CCC(CC1)C=1C=C2C(=C(NC2=CC1)C=1C=C(C2=C(N(C(O2)=O)C)C1)C)C(C)C)C 5-(5-(1-(dimethylglycyl)piperidin-4-yl)-3-isopropyl-1H-indol-2-yl)-3,7-dimethyl-benzo[d]oxazol-2(3H)-one